BrC=1C=C(C=CC1)C=1C(=CC(=CC1)F)C(=O)N(C)C 3'-bromo-4-fluoro-N,N-dimethyl-[1,1'-biphenyl]-2-carboxamide